Racemic-1-(1-(7,8-difluoro-1-oxo-1,2-dihydroisoquinolin-4-yl)ethyl)-3-(3,4-difluorophenyl)-1-methylurea FC1=CC=C2C(=CNC(C2=C1F)=O)[C@@H](C)N(C(=O)NC1=CC(=C(C=C1)F)F)C |r|